3-(6-(3-methyl-1,2,4-oxadiazol-5-yl)-1H-benzo[d]imidazol-2-yl)-N-(4-(pyridazin-3-yl)phenyl)aniline CC1=NOC(=N1)C=1C=CC2=C(NC(=N2)C=2C=C(NC3=CC=C(C=C3)C=3N=NC=CC3)C=CC2)C1